(4-chloro-2-(methoxycarbonyl)phenyl)boronic acid ClC1=CC(=C(C=C1)B(O)O)C(=O)OC